2,2-dihydroxybenzaldehyde OC1(C(C=O)C=CC=C1)O